FC(S(=O)(=O)OC1=NC2=C(C=CN=C2C=C1)N(C1=CC(=C(C=C1)F)Cl)CCOCCCNC(=O)OC(C)(C)C)(F)F [8-[N-[2-[3-(tert-butoxycarbonylamino)propoxy]ethyl]-3-chloro-4-fluoro-anilino]-1,5-naphthyridin-2-yl] trifluoromethanesulfonate